N1(OCCO1)CC(OC(NCC(NCC(NCC)=O)=O)=O)(C)C 2,5-dioxapyrrolidin-1-yl-2,2-dimethyl-4,7,10-trioxo-3-oxa-5,8,11-triazatridecan